N(=NC=1SC=CC1)C=1SC=CC1 azo-thiophene